3-iodo-4-isopropyl-1,2,3,3a,4,8b-hexahydrocyclopenta[b]indole-7-carboxylic acid methyl ester COC(=O)C1=CC=2C3C(N(C2C=C1)C(C)C)C(CC3)I